(R)-N-(1-(3-(difluoromethyl)-2-fluorophenyl)ethyl)-8-methyl-3-(6-methyl-2,6-diazaspiro[3.3]heptan-2-yl)pyrido[2,3-d]pyridazin-5-amine FC(C=1C(=C(C=CC1)[C@@H](C)NC1=C2C(=C(N=N1)C)N=CC(=C2)N2CC1(C2)CN(C1)C)F)F